O=C1NC(CCC1N1C(C2=CC=C(C=C2C1=O)N1CCC(CC1)=O)=O)=O 2-(2,6-dioxopiperidin-3-yl)-5-(4-oxopiperidin-1-yl)isoindoline-1,3-dione